COC1(CCC=2C(=CN(C2C1)S(=O)(=O)C1=CC=C(C)C=C1)S(=O)(=O)Cl)C(F)(F)F 6-methoxy-1-tosyl-6-(trifluoromethyl)-4,5,6,7-tetrahydro-1H-indole-3-sulfonyl chloride